(7R,13S)-7,13-dimethyl-8,11,14-trioxa-4,19,20-triazatetracyclo[13.5.2.12,6.018,21]tricosa-1(20),2,4,6(23),15(22),16,18(21)-heptaene C[C@@H]1C=2C=NC=C(C3=NNC=4C=CC(O[C@H](COCCO1)C)=CC34)C2